ClC=1C=C(C=CC1C(NC1CC(C1)NC(=O)[C@H]1CNCC1)=O)NC(=O)C=1N(C(=CN1)C=1C(=NN(C1)CC#N)C(F)(F)F)C N-[3-chloro-4-[[3-[[(3R)-pyrrolidine-3-carbonyl]amino]cyclobutyl]carbamoyl]phenyl]-5-[1-(cyanomethyl)-3-(trifluoromethyl)pyrazol-4-yl]-1-methyl-imidazole-2-carboxamide